C(C)N(CCC#N)C1=CC=C(C=C1)N=NC=1SC2=C(N1)C=CC(=C2)[N+](=O)[O-] 3-[ethyl[4-[(6-nitrobenzothiazol-2-yl)azo]phenyl]amino]propiononitrile